FC1=C(C(=O)N(C2=NC=CC3=C2C=C(S3)C3=NC=NC=C3)[C@H]3CNCCC3)C=CC(=C1)N1N=NC=3C1=NC=CC3 2-fluoro-N-[(3R)-3-piperidyl]-N-(2-pyrimidin-4-ylthieno[3,2-c]pyridin-4-yl)-4-(triazolo[4,5-b]pyridin-3-yl)benzamide